3-(7-Bromo-1H-indazol-5-yl)-2-cyclobutyl-5-(trifluoromethyl)imidazo[4,5-b]pyridine BrC=1C=C(C=C2C=NNC12)N1C(=NC=2C1=NC(=CC2)C(F)(F)F)C2CCC2